C(C)\[N+](\CCOCCOCCOC)=C/1\C=CC2=NC3=CC(=C(C=C3OC2=C1)NCC)C (E)-N-ethyl-N-(7-(ethylamino)-8-methyl-3H-phenoxazin-3-ylidene)-2-(2-(2-methoxyethoxy)ethoxy)ethan-1-aminium